[C@@H]1([C@H](O)[C@H](O)[C@@H](CO)O1)N1C(=O)N=C(N)C=C1 (-)-cytidine